5-(4-amino-2-chloro-phenyl)-thieno[2,3-d]pyrimidin-4-ylamine NC1=CC(=C(C=C1)C1=CSC=2N=CN=C(C21)N)Cl